COC1=CC=C(C=C1)CN(C1=NC(=NC=2N1N=CC2I)N2CCN(CC2)C(=O)OCC2=CC=CC=C2)CC2=CC=C(C=C2)OC benzyl 4-(4-{bis[(4-methoxyphenyl)methyl]amino}-8-iodopyrazolo[1,5-a][1,3,5]triazin-2-yl)piperazine-1-carboxylate